CC=1OC(=CC1C(=O)O)C=1SC=CC1 2-Methyl-5-thien-2-yl-3-furoic acid